FC=1C=C(C=C(C1C)NC(=O)C1=CN=C2N1C=CC(=C2)N2CCNCC2)C2=NC(=NO2)C2CN(C2)C(=O)OC methyl 3-(5-(3-fluoro-4-methyl-5-(7-(piperazin-1-yl)imidazo[1,2-a]pyridine-3-carboxamido)phenyl)-1,2,4-oxadiazol-3-yl)azetidine-1-carboxylate